CN1N=C(C(=C1)N)C 1,3-dimethylpyrazol-4-amine